C1=CC=CC=2C3=CC=CC=C3C(C12)COC(NCC(NCOC[C@@H](C(=O)O)C)=O)=O (S)-1-(9H-fluoren-9-yl)-11-methyl-3,6-dioxo-2,9-dioxa-4,7-diazadodecane-12-oic acid